C1(CCCCCCC\C=C/CCCCCCCCO1)=O oleolactone